myristic acid-13C14 [13C]([13CH2][13CH2][13CH2][13CH2][13CH2][13CH2][13CH2][13CH2][13CH2][13CH2][13CH2][13CH2][13CH3])(=O)O